CS(=O)(=O)N1CCN(CC1)CCC1=CC=C(CSC2=C3CN(C(C3=CC=C2)=O)C2C(NC(CC2)=O)=O)C=C1 3-(4-((4-(2-(4-(methylsulfonyl)piperazin-1-yl)ethyl)benzyl)thio)-1-oxoisoindolin-2-yl)piperidine-2,6-dione